FCC=1N=C(N2C1[C@H](N(CC2)C(=O)C2=CC=C(C=C2)F)C)C2=NC(=NS2)C (R)-(1-(fluoromethyl)-8-methyl-3-(3-methyl-1,2,4-thiadiazol-5-yl)-5,6-dihydroimidazo[1,5-a]pyrazin-7(8H)-yl)(4-fluorophenyl)methanone